BrC1=CC(=C(C(=C1)F)NC(C(C)O)=O)NC(C(F)F)C N-(4-bromo-2-[(1,1-difluoropropan-2-yl)amino]-6-fluorophenyl)-2-hydroxypropanamide